C(C)(C)(C)OC(=O)ONC(COCC(=O)O)(C)C 2-[2-(tert-butyloxycarbonyloxyamino)-2-methyl-propoxy]Acetic acid